FC(C=1C=C(N)C=CC1B1OC(C(O1)(C)C)(C)C)F 3-(difluoromethyl)-4-(4,4,5,5-tetramethyl-1,3,2-dioxaborolan-2-yl)aniline